3-amino-4-(7-fluoro-1H-indazol-4-yl)-6-(4-methylpiperazin-1-yl)-1H-1,7-phenanthrolin-2-one NC=1C(NC2=C3C=CC=NC3=C(C=C2C1C1=C2C=NNC2=C(C=C1)F)N1CCN(CC1)C)=O